C(C)OC1=CC=C(C=C1)C1=CC=2C(=NC=CC2)N1C1=NC=C(C=C1)[N+](=O)[O-] 2-(4-ethoxyphenyl)-1-(5-nitropyridin-2-yl)-1H-pyrrolo[2,3-b]pyridine